NC=1C2=C(N=CN1)N(C=C2C=2SC=CN2)[C@H]2[C@@H]([C@@H]([C@H](C2)CN(C=2C=NNC2)CCCNCCC2=CC=C(C=C2)F)O)O (1R,2S,3R,5R)-3-[4-Amino-5-(1,3-thiazol-2-yl)pyrrolo[2,3-d]pyrimidin-7-yl]-5-{[(3-{[2-(4-fluorophenyl)ethyl]amino}propyl)(1H-pyrazol-4-yl)amino]methyl}cyclopentane-1,2-diol